(2-(4-fluoro-2-methylphenoxy)ethyl)carbamic acid tert-butyl ester C(C)(C)(C)OC(NCCOC1=C(C=C(C=C1)F)C)=O